OC1=C(C=C(C=C1)[N+](=O)[O-])\C=N\C=1C=C(C=CC1)C(C)=O 1-(3-{[(1E)-(2-hydroxy-5-nitrophenyl)methylene]amino}phenyl)ethanone